C(C=C)(=O)OCCOC1=CC=C(C=C1)C(C)(C)C1=CC=CC=C1 2-(p-cumyl-phenoxyl)-ethyl acrylate